N-acetamidoethoxyvinylglycine C(C)(=O)NCCOC=CNCC(=O)O